O=S1(C[C@@H](C=C1)NC(C1=C(N=C(C=C1)C1(CCCCC1)F)OC)=O)=O (R)-N-(1,1-dioxido-2,3-dihydrothiophen-3-yl)-6-(1-fluorocyclohexyl)-2-methoxynicotinamide